C(#N)C1=CC=C(C=C1)C1=CC(=NN1)NC1=C(C=C(C=C1)NS(=O)(=O)C)C N-(4-((5-(4-cyanophenyl)-1H-pyrazol-3-yl)amino)-3-methylphenyl)methanesulfonamide